3,5-dimethoxy-α,α-dimethylbenzenemethanol COC=1C=C(C=C(C1)OC)C(O)(C)C